(3R)-N-[2,3-dimethoxy-6H,7H,8H-cyclopenta[b]1,5-naphthyridin-9-yl]-1-methylazepan-3-amine-HCl Cl.COC=1N=C2C(=C3C(=NC2=CC1OC)CCC3)N[C@H]3CN(CCCC3)C